ClC1=C(C=CC=C1)C1=C(C(=NC2=CC(=CC=C12)C1=C(N=CS1)C)N1CC2(CN(C2)C(=O)OC(C)(C)C)CC1)C#N tert-butyl 6-(4-(2-chlorophenyl)-3-cyano-7-(4-methylthiazol-5-yl) quinolin-2-yl)-2,6-diazaspiro[3.4]octane-2-carboxylate